(R)-N-((S)-(4-cyclopropyl-3-fluorophenyl)(phenyl)methyl)-2-methylpropane-2-sulfinamide C1(CC1)C1=C(C=C(C=C1)[C@@H](N[S@](=O)C(C)(C)C)C1=CC=CC=C1)F